5-[3-({5-[(1R,4R,7R)-7-amino-2-azabicyclo[2.2.1]heptane-2-carbonyl]-2-(5-chloro-1-methyl-1H-indol-2-yl)-7-methoxy-1H-1,3-benzodiazol-1-yl}methyl)azetidin-1-yl]pyridine-3-carbonitrile N[C@H]1[C@@H]2N(C[C@H]1CC2)C(=O)C2=CC1=C(N(C(=N1)C=1N(C3=CC=C(C=C3C1)Cl)C)CC1CN(C1)C=1C=C(C=NC1)C#N)C(=C2)OC